BrC=1C(=CNC(C1)=O)C=O 4-bromo-6-oxo-1,6-dihydropyridine-3-carbaldehyde